C(C1=CC=CC=C1)N1N=CC(=C1)C(=O)N1CC2(CN(C2)C(=O)[C@@H]2C(C2)(C)C)C(C1)C=1OC(=CN1)CC1=CC(=C(C=C1)Cl)Cl (1-benzyl-1H-pyrazol-4-yl)(8-(5-(3,4-dichlorobenzyl)oxazol-2-yl)-2-((S)-2,2-dimethylcyclopropane-1-carbonyl)-2,6-diazaspiro[3.4]octan-6-yl)methanone